N1(CCCC1)C1=NC=C(C=C1)C 2-pyrrolidinyl-5-methylpyridine